acryloxy-2-hydroxypropylsulfophenyl ether C(C=C)(=O)OC1=C(C(=C(C=C1)OC1=C(C(=C(C=C1)OC(C=C)=O)CC(C)O)S(=O)(=O)O)S(=O)(=O)O)CC(C)O